N-propyl-piperidinium C(CC)[NH+]1CCCCC1